ClCC1=CC=C(CC2=NOC(=C2)C=2C(=NC=CC2)N)C=C1 3-(3-(4-(chloromethyl)benzyl)isoxazol-5-yl)pyridin-2-amine